Allyloxymethyl acrylate C(C=C)(=O)OCOCC=C